COC=1C=C2CCNCC2=CC1NC=1N=NC(=C(N1)NC1=C(C=CC=C1)C(C)OC)C(=O)N ((6-methoxy-1,2,3,4-tetrahydroisoquinolin-7-yl)amino)-5-((2-(1-methoxyethyl)phenyl)amino)-1,2,4-triazine-6-carboxamide